C(=O)(OCC1C2=CC=CC=C2C2=CC=CC=C12)N[C@@H](CC1=CC=C(C=C1)OC(C)(C)C)C(=O)O Fmoc-O-tertButyl-L-tyrosine